((6-(difluoromethoxy)-2-(3'-(6-(difluoromethoxy)-5-((3-oxoazetidin-1-yl)methyl)benzo[d]oxazol-2-yl)-2,2'-dimethyl-[1,1'-biphenyl]-3-yl)benzo[d]oxazol-5-yl)methyl)-L-proline FC(OC1=CC2=C(N=C(O2)C=2C(=C(C=CC2)C2=C(C(=CC=C2)C=2OC3=C(N2)C=C(C(=C3)OC(F)F)CN3CC(C3)=O)C)C)C=C1CN1[C@@H](CCC1)C(=O)O)F